C1(CC1)C#CC1=CC=C2C(C[C@](OC2=C1)(C(=O)OC)C#CC1=CC=CC=C1)=O methyl (R)-7-(cyclopropylethynyl)-4-oxo-2-(phenylethynyl)chromane-2-carboxylate